(thiophen-2-ylmethyl)benzoic acid S1C(=CC=C1)CC1=C(C(=O)O)C=CC=C1